2,2'-Methylendicyclohexyldiisocyanat C(C1C(CCCC1)N=C=O)C1C(CCCC1)N=C=O